bis(3-phenyl-9H-carbazol-9-yl)-[1,1':3',1''-terphenyl]-4'-carbonitrile C1(=CC=CC=C1)C=1C=CC=2N(C3=CC=CC=C3C2C1)C=1C(=C(C=CC1)C1=CC(=C(C=C1)C#N)C1=CC=CC=C1)N1C2=CC=CC=C2C=2C=C(C=CC12)C1=CC=CC=C1